tetramethyl (((((2-hydroxyethyl)azanediyl)bis(methylene))bis(4,1-phenylene))bis(ethane-2,1-diyl))bis(phosphonate) OCCN(CC1=CC=C(C=C1)CCP(OC)(OC)=O)CC1=CC=C(C=C1)CCP(OC)(OC)=O